1-(1-(4-benzyl-3,4-dihydro-2H-benzo[b][1,4]thiazin-6-yl)-3-oxo-3-(pyrrolidin-1-yl)propyl)-3-(1H-indol-6-yl)urea C(C1=CC=CC=C1)N1C2=C(SCC1)C=CC(=C2)C(CC(N2CCCC2)=O)NC(=O)NC2=CC=C1C=CNC1=C2